[SiH3]OB([O-])[O-] silylborate